C(=CCCCCCC)[SiH2][Si](OC)(OC)OC α-octenyltrimethoxysilylsilane